[N].ClC=1C(=NC=C(C(=O)NS(=O)(=O)C)C1)N1CCN(CC1)C1=NOC2=C1C(=CC=C2)Cl 5-chloro-6-(4-(4-chlorobenzo[d]isoxazol-3-yl)piperazin-1-yl)-N-(methylsulfonyl)nicotinamide nitrogen